N,N-dimethyl-1-{4-[5-(trifluoromethyl)-1,2,4-oxadiazol-3-yl]benzyl}-1H-1,2,4-triazole-3-amine CN(C1=NN(C=N1)CC1=CC=C(C=C1)C1=NOC(=N1)C(F)(F)F)C